3-fluoro-4-((1S,5R)-1-(5-(1-methylpiperidin-4-yl)-1,3,4-oxadiazol-2-yl)-5-(trifluoromethyl)-3-azabicyclo[3.1.0]hexan-3-yl)pyrazolo[1,5-a]pyridine-7-carbonitrile FC=1C=NN2C1C(=CC=C2C#N)N2C[C@@]1(C[C@@]1(C2)C(F)(F)F)C=2OC(=NN2)C2CCN(CC2)C